6-chloro-N2-(2-methoxyethyl)-4-morpholinopyridine-2,3-diamine ClC1=CC(=C(C(=N1)NCCOC)N)N1CCOCC1